FC1(CN(CCC1N(C(=O)NC=1C(N(C=C(C1)C(F)(F)F)C)=O)C)C=1N=CC(=NC1)C1(CC1)C(=O)N)F (5-(3,3-difluoro-4-(1-methyl-3-(1-methyl-2-oxo-5-(trifluoromethyl)-1,2-dihydropyridin-3-yl)ureido)piperidin-1-yl)pyrazin-2-yl)cyclopropanecarboxamide